5-amino-2,2',3',5',6'-pentafluoro-[1,1'-biphenyl]-4-ol NC=1C(=CC(=C(C1)C1=C(C(=CC(=C1F)F)F)F)F)O